CN(C1=CC=C(C=N1)NC=1C=CC(=NC1)N(C)C)C N5-[6-(dimethylamino)-3-pyridinyl]-N2,N2-dimethyl-2,5-Pyridinediamine